7-(2-fluoroethyl)-3-iodo-2-(6-methoxy-1,5-naphthyridin-4-yl)-1H,5H,6H,7H-pyrrolo[3,2-c]pyridin-4-one FCCC1C2=C(C(NC1)=O)C(=C(N2)C2=CC=NC1=CC=C(N=C21)OC)I